N-((4,6-dimethyl-2-oxo-1,2-dihydropyridin-3-yl)methyl)-5-(1-(4-(dimethylamino)piperidin-1-yl)ethyl)-6-methyl-2-(1-methyl-1H-imidazol-2-yl)indolizine-7-carboxamide CC1=C(C(NC(=C1)C)=O)CNC(=O)C=1C(=C(N2C=C(C=C2C1)C=1N(C=CN1)C)C(C)N1CCC(CC1)N(C)C)C